C[C@@H]1N(CCC1)C(=O)O[C@H]1C[C@H](CC1)C1=CC(=NN1)NC(COC1=C(C(=CC=C1)OCC1=CC=CC=C1)C1OCCO1)=O (S)-((1R,3S)-3-(3-(2-(3-(benzyloxy)-2-(1,3-dioxolan-2-yl)phenoxy)acetamido)-1H-pyrazol-5-yl)cyclopentyl) 2-methylpyrrolidine-1-carboxylate